O=C([C@H]([C@H]([C@@H]([C@H](C(=O)O)O)O)O)O)O oxogluconic acid